N1=CN=CC2=C1NC1=CC(=CC=C21)C(=O)O.OC(C)C2=CC=C(C=C2)O 1,4-dihydroxyethyl-benzene 9H-pyrimido[4,5-b]indole-7-carboxylate